NC1=C(C(=NC(=N1)N1CC2CCCC(C1)C2N)C(=O)N)C2=C(C(=CC=C2)Cl)Cl 6-amino-2-{9-amino-3-azabicyclo[3.3.1]nonan-3-yl}-5-(2,3-dichlorophenyl)-pyrimidine-4-carboxamide